(1-(2-chloro-5-((4-methyltetrahydro-2H-pyran-4-yl)ethynyl)pyridin-4-yl)-4-methylpiperidin-4-yl)methanol ClC1=NC=C(C(=C1)N1CCC(CC1)(C)CO)C#CC1(CCOCC1)C